[Pd](Cl)Cl.C1(=CC=CC=C1)P(CCCP(C1=CC=CC=C1)C1=CC=CC=C1)C1=CC=CC=C1 1,3-bis(diphenylphosphino)propane palladium chloride